FCCNC1=C2N=CNC2=NC=N1 N-(2-fluoroethyl)-9H-purin-6-amine